[(3R,9aS)-3-Hydroxy-3-[6-(trifluoromethyl)-3-pyridyl]-1,4,6,7,9,9a-hexahydropyrazino[2,1-c][1,4]oxazin-8-yl]-[3-(3-fluoro-1H-pyrazol-4-yl)phenyl]methanon O[C@]1(CN2[C@H](CO1)CN(CC2)C(=O)C2=CC(=CC=C2)C=2C(=NNC2)F)C=2C=NC(=CC2)C(F)(F)F